5-[(4-chlorobenzyl)methylamino]-2-pyridin-2-yl-4,5,6,7-tetrahydro-2H-indazol-3-ol ClC1=CC=C(CN(C2CC3=C(N(N=C3CC2)C2=NC=CC=C2)O)C)C=C1